2,3-dioxolan C1OOCC1